BrC=1C=C(C(N(C1)C)=O)NC1=CC(=NN1)C1CC1 5-Bromo-3-(3-cyclopropyl-1H-pyrazol-5-ylamino)-1-methylpyridin-2(1H)-one